Cl.N[C@H]1[C@H](N(CCC1)C=O)C ((2R,3R)-3-amino-2-methylpiperidin-1-yl)methanone hydrochloride